(5Z)-2-[[(3R,4R)-4-Hydroxytetrahydropyran-3-yl]amino]-3-methyl-5-[(1-methylindazol-5-yl)methylene]imidazol-4-one O[C@H]1[C@@H](COCC1)NC1=N\C(\C(N1C)=O)=C/C=1C=C2C=NN(C2=CC1)C